4-((3aR,6aS)-5-(4-(2-(2-aminopyridin-3-yl)-5-phenyl-3H-imidazo[4,5-b]pyridin-3-yl)benzyl)hexahydropyrrolo[3,4-c]pyrrol-2(1H)-yl)-1,3,5-triazine-2-carbonitrile NC1=NC=CC=C1C1=NC=2C(=NC(=CC2)C2=CC=CC=C2)N1C1=CC=C(CN2C[C@@H]3[C@H](C2)CN(C3)C3=NC(=NC=N3)C#N)C=C1